BrC1=CC=C(C=C1)CSC 1-bromo-4-(methylsulfanyl-methyl)benzene